(2-(dimethylphosphoryl)-4-(methylsulfonyl)phenyl)(prop-2-yn-1-yl)carbamic acid tert-butyl ester C(C)(C)(C)OC(N(CC#C)C1=C(C=C(C=C1)S(=O)(=O)C)P(=O)(C)C)=O